[C].[Pd].C(C)OC(=O)C1CC2(C3=CC(=CC(N13)=O)O)C(C2)[Si](C)(C)C.OC=2C=C(C=C(C2)OC)CCC2=CC=C(C=C2)O 3,4'-dihydroxyl-5-methoxyl-bibenzyl Ethyl-7'-hydroxy-5'-oxo-2-(trimethylsilyl)-2',3'-dihydro-5'H-spiro[cyclopropane-1,1'-indolizine]-3'-carboxylate Palladium carbon